6-bromobenzo[1,2-b]benzofuran BrC1=CC=CC=2C3=C(OC21)C=CC=C3